5,12-bis(4-carboxyphenyl)tetracene C(=O)(O)C1=CC=C(C=C1)C1=C2C=CC=CC2=C(C2=CC3=CC=CC=C3C=C12)C1=CC=C(C=C1)C(=O)O